COC1=CC=C(C=C1)S(=O)(=O)N1C(CC(CCC1)(C)C)C=CC1=CC=CC=C1 ((4-methoxyphenyl)sulfonyl)-4,4-dimethyl-2-styrylazepane